2-(1-methylpiperidin-4-yl)-5-((1S,5R)-5-(trifluoromethyl)-3-(7-(trifluoromethyl)pyrazolo[1,5-a]pyridin-4-yl)-3-azabicyclo[3.1.0]hexan-1-yl)-1,3,4-oxadiazole CN1CCC(CC1)C=1OC(=NN1)[C@@]12CN(C[C@]2(C1)C(F)(F)F)C=1C=2N(C(=CC1)C(F)(F)F)N=CC2